NCC=1C=C(C=C(C1)C1CCN(CC1)C)C=1C=C2C(=NN(C2=CC1)C(C)C)COC1=C(C=CC=C1)CC(=O)O 2-(2-((5-(3-(aminomethyl)-5-(1-methylpiperidin-4-yl)phenyl)-1-isopropyl-1H-indazol-3-yl)methoxy)phenyl)acetic acid